NC1=C(C=C(C(=N1)F)CC#N)OC 2-(6-amino-2-fluoro-5-methoxy-3-pyridyl)acetonitrile